1-(3-chlorophenyl)-3-(2-phenylbenzo[d]oxazol-6-yl)urea ClC=1C=C(C=CC1)NC(=O)NC1=CC2=C(N=C(O2)C2=CC=CC=C2)C=C1